ClC1=NNC=C1C=1C=C2CCN(C2=CC1F)C(=O)N[C@H](CO)C1=CC(=CC(=C1)OC)F (S)-5-(3-chloro-1H-pyrazol-4-yl)-6-fluoro-N-(1-(3-fluoro-5-methoxyphenyl)-2-hydroxyethyl)indoline-1-carboxamide